FC1=CC=C2C(=CNC2=C1)C=O 6-Fluoro-indole-3-carboxaldehyde